((1S,2R)-1-((2-Aminopyrido[3,2-d]pyrimidin-4-yl)amino)-2-butylcyclopropyl)methanol NC=1N=C(C2=C(N1)C=CC=N2)N[C@@]2([C@@H](C2)CCCC)CO